BrC1=C(C=C(C(=O)OC)C=C1)OC1CC=CC1 methyl 4-bromo-3-(cyclopent-3-en-1-yloxy)benzoate